C1(CC1)OC=1C(=CC(=C(C1)C=1CCNCC1)C)[N+](=O)[O-] 4-(5-cyclopropyloxy-2-methyl-4-nitrophenyl)-1,2,3,6-tetrahydropyridine